N1C=NC(=C1)CN1N=C2C(N(C(C=C2)=O)C)=C1C1=CC(=CC(=C1)OC1=CC=C(C=C1)C(F)(F)F)C 2-[(1H-imidazol-4-yl)methyl]-4-methyl-3-{3-methyl-5-[4-(trifluoromethyl)phenoxy]phenyl}-2H,4H,5H-pyrazolo[4,3-b]pyridin-5-one